CC(=[18O])C acetone-18O